C(C)OC(C)=O.N#CC(=O)O nitriloacetic acid ethyl-acetate